ClC1=NC(=NC(=N1)C1=CC=CC=C1)C1=CC(=CC=C1)C1=NC=CC=C1 2-chloro-4-phenyl-6-(3-(pyridin-2-yl)phenyl)-1,3,5-triazine